FC(CC(=O)N1CC2=C(CC1)C(=NN2)C(=O)N2CCC(CC2)C2=C(C=CC=C2)C(F)(F)F)(F)F 3,3,3-trifluoro-1-(3-(4-(2-(trifluoromethyl)phenyl)piperidine-1-carbonyl)-1,4,5,7-tetrahydro-6H-pyrazolo[3,4-c]pyridin-6-yl)propan-1-one